tert-Butyl (S)-5-(((S)-1-amino-3-methyl-1-oxobutan-2-yl)amino)-4-((S)-2-((S)-1-(cyclohexanecarbonyl)pyrrolidine-2-carboxamido)-4-methylpentanamido)-5-oxopentanoate NC([C@H](C(C)C)NC([C@H](CCC(=O)OC(C)(C)C)NC([C@H](CC(C)C)NC(=O)[C@H]1N(CCC1)C(=O)C1CCCCC1)=O)=O)=O